4-acetamido-4'-isothiocyanato-stilbene-2,2'-disulfonic acid C(C)(=O)NC=1C=C(C(=CC1)C=CC=1C(=CC(=CC1)N=C=S)S(=O)(=O)O)S(=O)(=O)O